FC=1C(=CC=2C3=C(NC(C2C1)=O)COC[C@@H]3N(C(=O)C3=CC1=NC(=CC=C1N3)F)C)F (R)-N-(8,9-difluoro-6-oxo-1,4,5,6-tetrahydro-2H-pyrano[3,4-c]isoquinolin-1-yl)-5-fluoro-N-methyl-1H-pyrrolo[3,2-b]pyridine-2-carboxamide